Rac-3-methyl-6-(2-methyl-2H-indazol-5-yl)-3,4-dihydropyridine-1(2H)-carboxylic acid tert-butyl ester C(C)(C)(C)OC(=O)N1C[C@@H](CC=C1C1=CC2=CN(N=C2C=C1)C)C |r|